1,4-diphenyl-2,3-butane-diol C1(=CC=CC=C1)CC(C(CC1=CC=CC=C1)O)O